γ-methyl-Acryloyloxypropyltrimethoxysilane CC(CC[Si](OC)(OC)OC)OC(C=C)=O